2-[[4-[4-ethoxycarbonylpiperidinyl]-6-(5-oxazolyl)-2-pyrimidinyl]amino]-4-methyl-5-thiazolecarboxylic acid ethyl ester C(C)OC(=O)C1=C(N=C(S1)NC1=NC(=CC(=N1)N1CCC(CC1)C(=O)OCC)C1=CN=CO1)C